(dibenzothiophenylphenyl)(biphenylyl)(diphenylfluorenyl)(dibenzothiophenylphenyl)(diphenylfluorenyl)amine C1(=CC=CC=2SC3=C(C21)C=CC=C3)C3=C(C=CC=C3)C3=C2C=1C(=C(C(=C(C1CC2=CC=C3)N(C3=C(C=CC=C3)C3=CC=CC=2SC1=C(C23)C=CC=C1)C1=C(C(=CC=2C3=CC=CC=C3CC12)C1=CC=CC=C1)C1=CC=CC=C1)C1=CC=CC=C1)C1=CC=CC=C1)C1=C(C=CC=C1)C1=CC=CC=C1